oxo-5'H,7'H-spiro[cyclopropane-1,8'-pyrano[4,3-b]pyridine]-2'-carboxylic acid O=C1OCC2(C3=NC(=CC=C31)C(=O)O)CC2